COCOC=1C=C2C=CC=NC2=C(C1)C#C[Si](C(C)C)(C(C)C)C(C)C 6-(Methoxymethoxy)-8-((triisopropylsilyl)ethynyl)quinoline